FC(C1=C(C=CC=C1)C(=O)N)(F)F 2-(trifluoromethyl)benzene-methanamide